(S)-2-(2,5-difluoro-4-(6-((5-((1-methyl-1H-imidazol-5-yl)ethynyl)pyrazin-2-yl)methoxy)pyridin-2-yl)benzyl)-1-(oxetan-2-ylmethyl)-1H-benzo[d]imidazole-6-carboxylic acid FC1=C(CC2=NC3=C(N2C[C@H]2OCC2)C=C(C=C3)C(=O)O)C=C(C(=C1)C1=NC(=CC=C1)OCC1=NC=C(N=C1)C#CC1=CN=CN1C)F